N(=NC(CS(=O)(=O)[O-])(C)C#N)C(CS(=O)(=O)[O-])(C)C#N 2,2'-azobis-(2-cyanopropane-1-sulfonate)